C(#N)C=1C=CC(=C2C=CC=NC12)N1CC2(CC2(C1)C(F)(F)F)C(=O)NCCN1CCOCC1 3-(8-Cyanoquinolin-5-yl)-N-(2-morpholinylethyl)-5-(trifluoromethyl)-3-azabicyclo[3.1.0]hexane-1-carboxamide